2,4-difluoro-3-[5-fluoro-1-(1-[[2-(trimethylsilyl)ethoxy]methyl]imidazol-2-yl)imidazo[1,5-a]pyridin-6-yl]aniline FC1=C(N)C=CC(=C1C=1C=CC=2N(C1F)C=NC2C=2N(C=CN2)COCC[Si](C)(C)C)F